4-methylenenitro-1-(3-pyridyl)-1-butanone C=CCC(C(=O)C=1C=NC=CC1)[N+](=O)[O-]